FC(C[C@@H](C(=O)NC1=NC=CC(=C1)C1=C(C2=NC=CC(=C2N1)N1CCNCC1)C1=NC=CC=C1)C1=CC=C(C=C1)F)F (2R)-4,4-difluoro-2-(4-fluorophenyl)-N-{4-[7-(piperazin-1-yl)-3-(pyridin-2-yl)-1H-pyrrolo[3,2-b]pyridin-2-yl]pyridin-2-yl}butanamide